benzylaminopropyl-triethoxysilane C(C1=CC=CC=C1)NCCC[Si](OCC)(OCC)OCC